NC1=NN(C2=CC(=CC=C12)[C@@H]1C[C@@]12C(N(C1=CC=C(C=C21)OC)C(=O)OC(C)(C)C)=O)C(=O)OC(C)(C)C tert-butyl (R,2S)-2-(3-amino-1-(tert-butoxycarbonyl)-1H-indazol-6-yl)-5'-methoxy-2'-oxospiro[cyclopropane-1,3'-indoline]-1'-carboxylate